1-(4-(3-((4-amino-7-methyl-5-(4-phenoxyphenyl)-7H-pyrrolo[2,3-d]pyrimidin-6-yl)ethynyl)azetidin-1-yl)piperidin-1-yl)prop-2-en-1-one NC=1C2=C(N=CN1)N(C(=C2C2=CC=C(C=C2)OC2=CC=CC=C2)C#CC2CN(C2)C2CCN(CC2)C(C=C)=O)C